2-(Azetidin-3-yl)-5-(2,4-dichlorophenyl)pyridine N1CC(C1)C1=NC=C(C=C1)C1=C(C=C(C=C1)Cl)Cl